ClC1=C(C(=C(C=C1Cl)[2H])OCOCC[Si](C)(C)C)C1=CC=2N(C=C1)C=C(N2)C(C)(C)O 2-(7-(2,3-dichloro-6-((2-(trimethylsilyl)ethoxy)methoxy)phenyl-5-d)imidazo[1,2-a]pyridin-2-yl)propan-2-ol